C(C)(C)(C)OC(=O)N1CCC(CC1)C(CC(=O)OC(C)(C)C)=O 4-(3-(Tert-Butoxy)-3-oxopropionyl)piperidine-1-carboxylic acid tert-butyl ester